4-Oxo-1-(3-pyridyl)-1-butanone O=CCCC(=O)C=1C=NC=CC1